ClC1=C(C(=O)C=2C(=CC3=C(N(C(O3)=O)C)C2C#N)NC(C2=CC(=CC(=C2)C(F)(F)F)F)=O)C=C(C=C1)F N-(5-(2-chloro-5-fluorobenzoyl)-4-cyano-3-methyl-2-oxo-2,3-dihydrobenzo[d]oxazol-6-yl)-3-fluoro-5-(trifluoromethyl)benzamide